O=C1N(C2=CC=CC=C2C12CCNCC2)C2CC(C2)N2CCCCC2 2-OXO-1-[(1S,3S)-3-(PIPERIDIN-1-YL)CYCLOBUTYL]SPIRO[INDOLE-3,4'-PIPERIDIN]